7,9-dimethyl-4-(2-oxa-6-azaspiro[3.3]heptan-6-yl)pyrido[3',2':4,5]furo[3,2-d]pyrimidine CC=1C=C(C2=C(OC3=C2N=CN=C3N3CC2(COC2)C3)N1)C